methyl 3-mercapto-5-methoxy-2-toluate SC1=C(C(=CC(=C1)OC)C)C(=O)OC